Br[C@H](C(=O)OC)[C@@H](CBr)O methyl (2S,3R)-2,4-dibromo-3-hydroxy-butanoate